CN(C)C(=O)CCO 3-hydroxy-N,N-dimethylpropanamide